tert-butyl 1-(5-(3-cyano-6-(1-(4-oxocyclohexyl)-1H-pyrazol-4-yl)pyrazolo[1,5-a]pyrazin-4-yl)pyridin-2-yl)-4-ethylpiperidine-4-carboxylate C(#N)C=1C=NN2C1C(=NC(=C2)C=2C=NN(C2)C2CCC(CC2)=O)C=2C=CC(=NC2)N2CCC(CC2)(C(=O)OC(C)(C)C)CC